2,2'-dibromo-4,4'-di-t-butyl-1,1'-biphenyl BrC1=C(C=CC(=C1)C(C)(C)C)C1=C(C=C(C=C1)C(C)(C)C)Br